5-(4-isopropylphenyl)-pyrazoline C(C)(C)C1=CC=C(C=C1)C1C=CNN1